((4-chloro-1H-pyrrolo[2,3-b]pyridin-5-yl)ethynyl)aniline ClC1=C2C(=NC=C1C#CNC1=CC=CC=C1)NC=C2